SCCC(=O)O.SCCC(=O)O.OCCSCCO hydroxyethyl thioether bis(3-mercaptopropionate)